[Na+].C1(=CC=CC=C1)OP([O-])(=O)C(C1=C(C=C(C=C1C)C)C)=O phenyl-(2,4,6-trimethylbenzoyl)phosphonic acid sodium salt